N1(CCNCC1)C1=CC=C(C=N1)NC1C(NC(CC1)=O)=O 3-(6-piperazin-1-yl-pyridin-3-ylamino)-piperidine-2,6-dione